4-tertiary butyl-2-methyl-6-ethyl-phenol C(C)(C)(C)C1=CC(=C(C(=C1)CC)O)C